ClC=1N(C(=C(N1)C1=CC=C(C=C1)F)C1=CC=NC=C1)CC(=O)N1CCC2(CN(C2)CC)CC1 2-[2-chloro-4-(4-fluorophenyl)-5-(pyridin-4-yl)-1H-imidazol-1-yl]-1-{2-ethyl-2,7-diazaspiro[3.5]non-7-yl}ethan-1-one